C(=O)(O)C(CCCCCC1=CC=C(C=C1)CCCCC1(CC1)C(=O)O)(C)C 1-(4-(4-(6-carboxy-6-methylheptyl)phenyl)butyl)cyclopropane-1-carboxylic acid